tert-butyl 4-((3-(5-allyl-2-(trifluoromethoxy)phenyl)isoxazole-5-yl)methyl)piperazine-1-carboxylate C(C=C)C=1C=CC(=C(C1)C1=NOC(=C1)CN1CCN(CC1)C(=O)OC(C)(C)C)OC(F)(F)F